[F-].[OH-].[Si]([O-])([O-])([O-])O.[Al+3].[Li+].[K+] potassium lithium aluminium silicate hydroxide fluoride